2-[(4-fluoro-2-methoxy-phenyl)methyl]-3-iodo-cyclopent-2-en-1-one FC1=CC(=C(C=C1)CC=1C(CCC1I)=O)OC